4-methoxy-4-((4-(trifluoromethyl)phenyl)ethynyl)piperidine 2,2,2-trifluoroacetate tert-Butyl-4-methoxy-4-((4-(trifluoromethyl)phenyl)ethynyl)piperidine-1-carboxylate C(C)(C)(C)OC(=O)N1CCC(CC1)(C#CC1=CC=C(C=C1)C(F)(F)F)OC.FC(C(=O)O)(F)F.COC1(CCNCC1)C#CC1=CC=C(C=C1)C(F)(F)F